C=C(C)C1=CN=C(C2=CC=CC=C12)N 4-(prop-1-en-2-yl)isoquinolin-1-amine